6-amino-N-[7-methoxy-8-(3-morpholin-4-ylpropoxy)-2,3-dihydroimidazo[1,2-c]quinazolin-5-yl]nicotinamide NC1=NC=C(C(=O)NC2=NC=3C(=C(C=CC3C=3N2CCN3)OCCCN3CCOCC3)OC)C=C1